1-(4-aza-1-azoniabicyclo[2.2.2]oct-1-yl)-7-benzyloxy-4-(2-methyl-4-pyridinyl)-3-tetrahydropyran-4-yl-isoquinoline [N+]12(CCN(CC1)CC2)C2=NC(=C(C1=CC=C(C=C21)OCC2=CC=CC=C2)C2=CC(=NC=C2)C)C2CCOCC2